P(O)(N)O[C@H]1[C@H]([C@@H](O[C@@H]1COC(C1=CC=C(C=C1)OC)(C1=CC=C(C=C1)OC)C1=CC=CC=C1)N1C(=O)NC(N)(C=C1)C(C)=O)OC 4-acetyl-5'-O-(4,4'-dimethoxytrityl)-2'-O-methylcytidine phosphoramidite